4-((4-(5-chloro-6-oxo-4-(((R)-1-((S)-tetrahydro-2H-pyran-3-yl)ethyl)amino)pyridazin-1(6H)-yl)piperidin-1-yl)sulfonyl)benzonitrile ClC1=C(C=NN(C1=O)C1CCN(CC1)S(=O)(=O)C1=CC=C(C#N)C=C1)N[C@H](C)[C@H]1COCCC1